1-bromo-4-(dichloromethyl)benzene BrC1=CC=C(C=C1)C(Cl)Cl